1-(4-(benzylamino)-7-((4S)-4-fluoropyrrolidin-2-yl)pyrrolo[2,1-f][1,2,4]triazin-2-yl)-2-methyl-1H-indole-4-carboxamide C(C1=CC=CC=C1)NC1=NC(=NN2C1=CC=C2C2NC[C@H](C2)F)N2C(=CC=1C(=CC=CC21)C(=O)N)C